((5-bromo-2-nitropyridin-3-yl)amino)-3-hydroxy-2-methylpropanoic acid BrC=1C=C(C(=NC1)[N+](=O)[O-])NC(C(=O)O)(CO)C